2-{3-[5-(4-Diphenylamino-phenyl)-thiophen-2-yl]-1-phenyl-allylidene}-Malononitrile C1(=CC=CC=C1)N(C1=CC=C(C=C1)C1=CC=C(S1)C=CC(C1=CC=CC=C1)=C(C#N)C#N)C1=CC=CC=C1